NC1=NC(=NC=C1)N1CCC(CC1)(O)C 1-(4-aminopyrimidin-2-yl)-4-methylpiperidin-4-ol